C1(=CC=CC=C1)C1=NC(=NC(=N1)C1=CC=CC=C1)C1=C(C(=C(C(=C1N1C2=CC=CC=C2C=2C=C(C=CC12)C)C1=CC=NC=C1)N1C2=CC=CC=C2C=2C=C(C=CC12)C)N1C2=CC=CC=C2C=2C=C(C=CC12)C)N1C2=CC=CC=C2C=2C=C(C=CC12)C 9,9',9'',9'''-(4-(4,6-diphenyl-1,3,5-triazin-2-yl)-6-(pyridin-4-yl)benzene-1,2,3,5-tetrayl)tetrakis(3-methyl-9H-carbazole)